C(C)(C)(C)OC(=O)NCCCCCOC=1C=C(C=CC1)CNC(OCC1=CC=CC=C1)=O benzyl N-({3-[(5-{[(tert-butoxy)carbonyl]amino}pentyl)oxy]phenyl}methyl)carbamate